2,6-bis(azetidin-1-yl)pyridine-4-carbonitrile N1(CCC1)C1=NC(=CC(=C1)C#N)N1CCC1